CC=1N=C(SC1C(=O)N[C@H]1C[C@H](CCC1)NC1=CC(=NC2=CC=CC=C12)C(F)(F)F)C1=NC=CC=C1 4-methyl-2-(pyridin-2-yl)-N-[(1r,3s)-3-{[2-(trifluoromethyl)quinolin-4-yl]amino}cyclohexyl]-1,3-thiazole-5-carboxamide